(R)-(2-(6-(2-ethyl-5-fluoro-4-hydroxyphenyl)-1H-indazol-3-yl)-4,6-dihydropyrrolo[3,4-d]imidazol-5(1H)-yl)(3-hydroxypyrrolidin-1-yl)methanone C(C)C1=C(C=C(C(=C1)O)F)C1=CC=C2C(=NNC2=C1)C1=NC2=C(N1)CN(C2)C(=O)N2C[C@@H](CC2)O